NC=1C2=C(N=CN1)N(C=C2C2=CC(=C(OC=1C(N(C=CC1)C)=O)C=C2)F)C 3-(4-(4-amino-7-methyl-7H-pyrrolo[2,3-d]pyrimidin-5-yl)-2-fluorophenoxy)-1-methylpyridin-2(1H)-one